BrC=1C(=C(C=C(C1C(C1=C(C=CC(=C1)F)Cl)=O)[N+](=O)[O-])NS(=O)(=O)CCl)O N-(3-bromo-4-(2-chloro-5-fluorobenzoyl)-2-hydroxy-5-nitrophenyl)-1-chloromethyl-sulfonamide